BrC=1C=C(SC1Cl)C(CC(C(=O)OC)=O)=O Methyl 4-(4-bromo-5-chlorothiophen-2-yl)-2,4-dioxobutanoate